2,2-difluoro-3-(4-fluorophenyl)-3-hydroxypropyl-2-fluorobenzamide FC(CC=1C(=C(C(=O)N)C=CC1)F)(C(O)C1=CC=C(C=C1)F)F